α-aminoglycine NC(N)C(=O)O